copper nickel-gold [Au].[Ni].[Cu]